4-amino-N-cyclopropyl-1-methyl-N-((5-(trifluoromethyl)pyridin-2-yl)methyl)pyrrolo[1,2-a]quinoxaline-8-formamide NC=1C=2N(C3=CC(=CC=C3N1)C(=O)N(CC1=NC=C(C=C1)C(F)(F)F)C1CC1)C(=CC2)C